2-(1-Naphthoxy)-6-(4-morpholinoanilino)-9-cyclohexylpurine C1(=CC=CC2=CC=CC=C12)OC1=NC(=C2N=CN(C2=N1)C1CCCCC1)NC1=CC=C(C=C1)N1CCOCC1